CN(CCCN(C(CCCCC(=O)OC)=O)C(CCCCCCCCC(=O)OCC(CCCCCC)CCCC)CCCCCCCCC(=O)OCC(CCCCCC)CCCC)C BIS(2-BUTYLOCTYL) 10-(N-(3-(DIMETHYL AMINO)PROPYL)-6-METHOXY-6-OXOHEXANAMIDO)NONADECANEDIOATE